ClC1=CC=C(C=C1)[C@@]1(N(C(C2=CC(=CC(=C12)F)C(C)(C=1NC=C(N1)C)O)=O)CC1=NC=C(C=C1)Cl)OCC1(CC1)O (3R)-3-(4-chlorophenyl)-2-[(5-chloropyridin-2-yl)methyl]-4-fluoro-6-[1-hydroxy-1-(4-methyl-1H-imidazol-2-yl)ethyl]-3-[(1-hydroxycyclopropyl)methoxy]-2,3-dihydro-1H-isoindol-1-one